3-(5-(dimethylamino)-2-isopropylphenyl)-2-iminothiazolidin-4-one CN(C=1C=CC(=C(C1)N1C(SCC1=O)=N)C(C)C)C